ClC1=CC=C(C=C1)C(C(=O)C1C(C2=CC=CC=C2C1=O)=O)C1=CC=CC=C1 2-[2-(4-chlorophenyl)-1-oxo-2-phenylethyl]indane-1,3-dione